The molecule is an acyl-CoA that results from the formal condensation of the thiol group of coenzyme A with the carboxy group of phenylglyoxylic acid. It derives from a coenzyme A and a phenylglyoxylic acid. It is a conjugate acid of a phenylglyoxylyl-CoA(4-). CC(C)(COP(=O)(O)OP(=O)(O)OC[C@@H]1[C@H]([C@H]([C@@H](O1)N2C=NC3=C(N=CN=C32)N)O)OP(=O)(O)O)[C@H](C(=O)NCCC(=O)NCCSC(=O)C(=O)C4=CC=CC=C4)O